tert-butyl 3-(7-(2-(Diisopropylcarbamoyl)-4-fluorophenyl)-7H-pyrrolo[2,3-c]pyridazine-5-carbonyl)azetidine-1-carboxylate C(C)(C)N(C(=O)C1=C(C=CC(=C1)F)N1C=C(C2=C1N=NC=C2)C(=O)C2CN(C2)C(=O)OC(C)(C)C)C(C)C